trans-7-dodecadienal C=C\C=C\CCC(CCCCC)=O